(6E)-N,4-dimethyl-8,11-dioxa-3,4,17,19,23,27-hexazapentacyclo[16.6.2.12,5.112,16.021,25]octacosa-1(24),2,5(28),6,12(27),13,15,18(26),19,21(25),22-undecaen-22-amine CNC=1C=2C=NC=3NC4=CC=CC(OCCO/C=C/C=5N(N=C(C(=CN1)C2C3)C5)C)=N4